(R)-2-(3,5-dichloro-4-((6-hydroxy-[1,1'-biphenyl]-3-yl)methyl)phenoxy)propanamide ClC=1C=C(O[C@@H](C(=O)N)C)C=C(C1CC=1C=C(C(=CC1)O)C1=CC=CC=C1)Cl